Cl.C1NCC12CN(CC2)C=2N=CN=NC2OC2=C(C(=O)N(C(C)C)C(C)C)C=C(C=C2)F 2-((5-(2,6-diazaspiro[3.4]octan-6-yl)-1,2,4-triazin-6-yl)oxy)-5-fluoro-N,N-diisopropylbenzamide hydrochloride